C1(CCCC1)NC=1SCC(=NN1)C1=CC2=C(NC(N2)=O)C=C1 5-(2-(cyclopentylamino)-6H-1,3,4-thiadiazin-5-yl)-1H-benzo[d]imidazol-2(3H)-one